N-(2-(benzylamino)-1-(naphthalen-2-yl)-2-oxoethyl)-N-cyclopentyl-4-(pyridin-1-yl)butanamide C(C1=CC=CC=C1)NC(C(C1=CC2=CC=CC=C2C=C1)N(C(CCCN1CC=CC=C1)=O)C1CCCC1)=O